[3-[3-[[2-(2,6-dioxo-3-piperidyl)-1,3-dioxo-isoindolin-5-yl]amino] cyclobutoxy]propyl]-N-methyl-carbamate O=C1NC(CCC1N1C(C2=CC=C(C=C2C1=O)NC1CC(C1)OCCCOC(NC)=O)=O)=O